3-(17-(propylamino)-17-oxoheptadecanamido)propanoic acid C(CC)NC(CCCCCCCCCCCCCCCC(=O)NCCC(=O)O)=O